5,6-dihydropyridin-1(2H)-carbamate N1(CC=CCC1)NC(=O)[O-]